6-(cyclopropanecarboxamido)-4-((3-(5-(dimethylphosphoryl)-1-methyl-1H-pyrazol-3-yl)-2-methoxyphenyl)amino)-N-methoxy-N-methylpyridazine-3-carboxamide C1(CC1)C(=O)NC1=CC(=C(N=N1)C(=O)N(C)OC)NC1=C(C(=CC=C1)C1=NN(C(=C1)P(=O)(C)C)C)OC